ClC1=CC(=C(C=C1)C1(OC2=C(O1)C=CC=C2C2CCN(CC2)CC=2N(C=CN2)CC2=CN=CN2CC)C)F 2-((4-(2-(4-chloro-2-fluorophenyl)-2-methylbenzo[d][1,3]dioxol-4-yl)piperidin-1-yl)methyl)-1-((1-ethyl-1H-imidazol-5-yl)methyl)-1H-imidazol